2-phenylethyl-1,3-dioxane C1(=CC=CC=C1)CCC1OCCCO1